trans-6-fluoro-7-chloro-3-[3-(3-hydroxy-2-piperidinyl)-2-oxopropyl]-4(3H)-quinazolinone FC=1C=C2C(N(C=NC2=CC1Cl)CC(C[C@@H]1NCCC[C@H]1O)=O)=O